[Zn].C(CCC)N1CN(C=C1)C 1-butyl-3-methylimidazole zinc salt